C1(=CC=CC=C1)C1=C2NC(=C1C1=CC=CC=C1)C(=C1C(=C(C(=N1)C(=C1C(=C(C(N1)=C(C=1C(=C(C(N1)=C2C2=CC=C(C(=O)O)C=C2)C2=CC=CC=C2)C2=CC=CC=C2)C2=CC=C(C(=O)O)C=C2)C2=CC=CC=C2)C2=CC=CC=C2)C2=CC=C(C(=O)O)C=C2)C2=CC=CC=C2)C2=CC=CC=C2)C2=CC=C(C(=O)O)C=C2 4,4',4'',4'''-(2,3,7,8,12,13,17,18-octaphenylporphyrin-5,10,15,20-tetrayl)tetrabenzoic acid